C(C)C1=CC=C(S1)C=1C=C2C(=NC1)N(C(N2)=O)C 6-(5-ethyl-2-thienyl)-3-methyl-2-oxo-imidazo[4,5-b]Pyridine